5-[4-(trifluoromethyl)phenoxy]pyridine-2-carbonitrile FC(C1=CC=C(OC=2C=CC(=NC2)C#N)C=C1)(F)F